6-((benzyloxy)methyl)tetrahydro-2H-pyran C(C1=CC=CC=C1)OCC1CCCCO1